1a,2,7,7a-tetrahydronaphtho[2,3-b]oxirene O1C2C1CC1=CC=CC=C1C2